(1R,4R)-4-((tert-butyldiphenylsilyl)oxy)-N-methoxy-N-methylcyclohexanecarboxamide [Si](C1=CC=CC=C1)(C1=CC=CC=C1)(C(C)(C)C)OC1CCC(CC1)C(=O)N(C)OC